CC(C(=O)OC=1C=NC(=NC1)N1C=NC(=C1)CO)C(C(C)C)C 2-[4-(hydroxymethyl)imidazol-1-yl]pyrimidin-5-ol methyl-3,4-dimethylpentanoate